Benzyl (R and S)-2-cyclopropyl-2-(3-hydroxyoxetan-3-yl)acetate C1(CC1)[C@@H](C(=O)OCC1=CC=CC=C1)C1(COC1)O |r|